4-(5-(6-(difluoromethyl)-4-(trifluoromethyl)pyridin-2-yl)-5-(trifluoromethyl)-4,5-dihydroisoxazol-3-yl)-2-methylbenzoic acid FC(C1=CC(=CC(=N1)C1(CC(=NO1)C1=CC(=C(C(=O)O)C=C1)C)C(F)(F)F)C(F)(F)F)F